FCS(=O)(=O)N[C@@H]1[C@@H](N(CC1)C(=O)OC)CO[C@@H]1CC[C@@H](CC1)C1=CC=CC=C1 methyl (CIS)-3-((fluoromethyl)sulfonamido)-2-((((CIS)-4-phenylcyclohexyl)oxy)methyl)-pyrrolidine-1-carboxylate